alpha-pentylmethylcinnamaldehyde C(CCCC)C(C=O)=C(C1=CC=CC=C1)C